FC(C)(F)C1=C(C=CC(=C1)F)NC(=O)N[C@@H](C)C=1N(N=CN1)C1=NC=CC=N1 1-[2-(1,1-difluoroethyl)-4-fluoro-phenyl]-3-[(1S)-1-(2-pyrimidin-2-yl-1,2,4-triazol-3-yl)ethyl]urea